5-(prenylaminomethyl)uracil C(C=C(C)C)NCC=1C(NC(NC1)=O)=O